[Mg].[K] potassium-magnesium salt